N-octadecyl-sebacamide C(CCCCCCCCCCCCCCCCC)NC(CCCCCCCCC(=O)N)=O